3-(5-((1-acetylpyrrolidin-3-yl)oxy)-6-(trifluoromethyl)pyridin-2-yl)-1H-indole-7-carbonitrile C(C)(=O)N1CC(CC1)OC=1C=CC(=NC1C(F)(F)F)C1=CNC2=C(C=CC=C12)C#N